BrC=1C(=C(C=CC1)NC(=O)C1=CC(=CC=2NC(=NC21)COC)NC(=O)C2=C(C=CC=C2)C(F)(F)F)C N-(3-bromo-2-methylphenyl)-2-(methoxymethyl)-6-({[2-(trifluoromethyl)phenyl]carbonyl}amino)-1H-benzimidazole-4-carboxamide